C1(CC(CC(C1)C(=O)O)C(=O)O)C(=O)O cyclohexane-1,3,5-tricarboxylic acid